(7-(3-((3-(4-chlorophenyl)-2-fluoro-3-hydroxypropyl)carbamoyl)-2-fluoro-4-methylphenyl)-[1,2,4]triazolo[1,5-a]pyridin-2-yl)carbamic acid tert-butyl ester C(C)(C)(C)OC(NC1=NN2C(C=C(C=C2)C2=C(C(=C(C=C2)C)C(NCC(C(O)C2=CC=C(C=C2)Cl)F)=O)F)=N1)=O